C(C)(C)(C)OC(=O)N1C[C@H]([C@@H](CC1)OC1=NC=C(C=C1)OC(C)C)O |r| (±)-trans-tert-butyl-3-hydroxy-4-((5-isopropoxypyridin-2-yl)oxy)piperidine-1-carboxylate